FC(C1NCCNC1)(F)F 2-(trifluoromethyl)-piperazine